(R)-2-((1-(2-(4-(cyclopentanecarbonyl)piperazin-1-yl)-3,7-dimethyl-4-oxo-4H-pyrido[1,2-a]pyrimidin-9-yl)ethyl)amino)benzoic acid C1(CCCC1)C(=O)N1CCN(CC1)C=1N=C2N(C(C1C)=O)C=C(C=C2[C@@H](C)NC2=C(C(=O)O)C=CC=C2)C